N(=[N+]=[N-])CCOCCOCCOCCOCCC(NCC(C(CS(=O)(=O)C1=CC=CC=C1)O)(C)C)=O 1-azido-18,18-dimethyl-20-phenylsulfonyl-15-oxo-3,6,9,12-tetraoxa-16-aza-19-icosanol